N-(3-aminopropyl)-3-(5-(methoxymethyl)-1H-imidazol-2-yl)-1H-indazole-5-carboxamide NCCCNC(=O)C=1C=C2C(=NNC2=CC1)C=1NC(=CN1)COC